COC(CC1=CC=CC=C1)OC (2,2-dimethoxyethyl)-benzene